COC=1C=C(C[C@H]2N(CCCCC2)C2=CC(=CC(N2)=O)N2CCOCC2)C=CC1 (S)-6-(2-(3-methoxybenzyl)azepan-1-yl)-4-morpholinopyridin-2(1H)-one